3-[3-(3,3-difluoro-4-piperidyl)-N-methyl-anilino]piperidine-2,6-dione FC1(CNCCC1C=1C=C(N(C)C2C(NC(CC2)=O)=O)C=CC1)F